sec-Butyl formate C(=O)OC(C)CC